NC1=CC(=C(C=C1)C1=CC(=CC=C1)C=O)OC 4'-AMINO-2'-METHOXY-[1,1-BIPHENYL]-3-CARBALDEHYDE